C1OCCN2C1=NC1=C2C=C(C=C1)C#CC1=C2C=C(N=CC2=C(N=C1)NCC)NC(=O)C1CC1 N-(5-((3,4-dihydro-1H-benzo[4,5]imidazo[2,1-c][1,4]oxazin-7-yl)ethynyl)-8-(ethylamino)-2,7-naphthyridin-3-yl)cyclopropanecarboxamide